FC1(CCC(CC1)COC=1C=CC=C2C=C(C=NC12)C(=O)OCC)F ethyl 8-((4,4-difluorocyclohexyl)methoxy)quinoline-3-carboxylate